CC(C(NCC1=NC=CC=C1SC=1SC=CN1)=O)(C)NC(OC(C)(C)C)=O tert-Butyl (2-methyl-1-oxo-1-(((3-(thiazol-2-ylthio)pyridin-2-yl)methyl)amino)propan-2-yl)carbamate